9-(2-carboxy-3-carboxypropyl)fluorene C(=O)(O)C(CC1C2=CC=CC=C2C=2C=CC=CC12)CC(=O)O